BrC1=CC=C(C=C1)C=1C=NC=CC1[N+](=O)[O-] 3-(4-bromophenyl)-4-nitropyridine